[(2S,6R)-6-(4-amino-2-oxo-pyrimidin-1-yl)-2-(triisopropylsilyloxymethyl)-1,4-dioxan-2-yl]methyl benzoate C(C1=CC=CC=C1)(=O)OC[C@]1(O[C@H](COC1)N1C(N=C(C=C1)N)=O)CO[Si](C(C)C)(C(C)C)C(C)C